O.[PH2](=O)[O-].[Na+] Sodium hypophosphit monohydrate